Methyl 3-(2-((3-(2,6-dioxopiperidin-3-yl)-1-methyl-1H-indazol-7-yl)oxy)-acetamido)-2H-thieno[3,2-c]pyrazole-5-carboxylate O=C1NC(CCC1C1=NN(C2=C(C=CC=C12)OCC(=O)NC1=C2C(=NN1)C=C(S2)C(=O)OC)C)=O